4-amino-N',1-dimethyl-N'-(pyrimidin-2-yl)-N-((5-(1-(trifluoromethyl)-1H-pyrazol-4-yl)pyridin-2-yl)methyl)-1H-pyrazolo[4,3-c]quinoline-8-carbohydrazide NC1=NC=2C=CC(=CC2C2=C1C=NN2C)C(=O)N(N(C2=NC=CC=N2)C)CC2=NC=C(C=C2)C=2C=NN(C2)C(F)(F)F